dimethoxyzinc CO[Zn]OC